BrCCCCCCCS(=O)(=O)NC=1C=C(C[C@H](N)C(=O)O)C=CC1 m-((7-bromoheptyl)sulfonamido)-L-phenylalanine